CS(=O)(=O)C1C2=CC=CC=C2N(C=2C=CC=CC12)C1=CC=CC=C1 9-methylsulfonyl-10-phenylacridine